4-(((1R,5S,6s)-3-azabicyclo[3.1.0]hex-6-yl)methoxy)-2,6-difluorophenyl-5-chloro-N-((R)-3-methylbutan-2-yl)-[1,2,4]triazolo[1,5-a]pyrimidin-7-amine [C@H]12CNC[C@@H]2C1COC1=CC(=C(C(=C1)F)C1=NN2C(N=C(C=C2N[C@H](C)C(C)C)Cl)=N1)F